ClC=1C=CC(=C(C1)C1=CC(N(C=C1OC)C(C(=O)OCC)F)=O)N1N=NC(=C1)C(F)(F)F Ethyl 2-(4-(5-chloro-2-(4-(trifluoromethyl)-1H-1,2,3-triazol-1-yl) phenyl)-5-methoxy-2-oxopyridin-1(2H)-yl)-2-fluoroacetate